zirconium-lithium oxide [O-2].[Li+].[Zr+4]